1-(3,4-Dimethyl-1-(piperidin-4-yl)-1H-indol-5-yl)dihydropyrimidine CC1=CN(C2=CC=C(C(=C12)C)N1CNCC=C1)C1CCNCC1